BrC1=CC=C2C=C(N(C2=C1)C(=O)OC(C)(C)C)CN1CCC(CC1)(C)C Tert-butyl 6-bromo-2-((4,4-dimethylpiperidin-1-yl)methyl)-1H-indole-1-carboxylate